ClC1=CC=C(C=C1)N1CC(CC2=CC=CC=C12)NC(C=C)=O N-(1-(4-chlorophenyl)-1,2,3,4-tetrahydroquinolin-3-yl)acrylamide